4-((3-chlorobenzyl)amino)-6-(3,5-dimethylisoxazol-4-yl)-N-((2-methylthiazol-5-yl)methyl)quinazoline-2-carboxamide ClC=1C=C(CNC2=NC(=NC3=CC=C(C=C23)C=2C(=NOC2C)C)C(=O)NCC2=CN=C(S2)C)C=CC1